C(=O)O.CC1CNC1 3-methylazetidine formate